tert-Butyl N-[1-(1H-pyrazol-3-yl)cyclopropyl]carbamate N1N=C(C=C1)C1(CC1)NC(OC(C)(C)C)=O